C1(=CC=CC=C1)C(C1=CC=CC=C1)=NC=1C=C2C(=CN(C2=CC1)C)[SH4]OOC 5-[(diphenylmethylene)amino]-1-methyl-3-(methyldioxy-lambda6-thio)indole